(R)-5-(azetidin-3-yloxy)-N-(1-(isoquinolin-1-yl)ethyl)-2-methylbenzamide N1CC(C1)OC=1C=CC(=C(C(=O)N[C@H](C)C2=NC=CC3=CC=CC=C23)C1)C